ClC=1C(=NC=CC1)C(=O)NC1(CCN(CC1)C1=NC=C(C=C1)C=1C=2N(C=C(C1)OCCN1CCCC1)N=CC2C#N)C 3-chloro-N-(1-(5-(3-cyano-6-(2-(pyrrolidin-1-yl)ethoxy)pyrazolo[1,5-a]pyridin-4-yl)pyridin-2-yl)-4-methylpiperidin-4-yl)picolinamide